The molecule is an organophosphate oxoanion obtained by deprotonation of both phosphate OH groups of salicin-6-phosphate; major species at pH 7.3. It derives from a beta-D-glucose 6-phosphate(2-). It is a conjugate base of a salicin 6-phosphate. C1=CC=C(C(=C1)CO)O[C@H]2[C@@H]([C@H]([C@@H]([C@H](O2)COP(=O)([O-])[O-])O)O)O